C(C1=CC=CC=C1)(=O)C=1C=C(C=CC1)C(C(=O)[O-])C.[NH+]1=C2N(CCC1)CCCN2 3,4,6,7,8,9-hexahydro-2H-pyrimido[1,2-a]pyrimidine-1-ium 2-(3-benzoylphenyl)propanoate